7-tetradecenoic acid C(CCCCCC=CCCCCCC)(=O)O